C1(CCCC1)N1C(C(N(CC1)CC=1C=NC(=NC1)C1=CC=CC=C1)=O)=O 1-cyclopentyl-4-((2-phenylpyrimidin-5-yl)methyl)piperazine-2,3-dione